FC1=NC=CC=C1C=1OC(=NN1)N1[C@H](C2=C(CC1)NC=N2)C2=NN1C(C(=CC=C1)C(C)C)=C2 (R)-2-(2-fluoropyridin-3-yl)-5-(4-(4-isopropylpyrazolo[1,5-a]pyridin-2-yl)-1,4,6,7-tetrahydro-5H-imidazo[4,5-c]pyridin-5-yl)-1,3,4-oxadiazole